COC1=C(C(=CC=C1)OC)N1C(=NC=2C1=NC(=C(N2)N2CC(C2)O)CS(=O)(=O)N)C2=NC(=CC=C2)OCC 1-(2,6-Dimethoxyphenyl)-2-(6-ethoxypyridin-2-yl)-5-(3-hydroxyazetidin-1-yl)-1H-imidazo[4,5-b]pyrazin-6-yl-methanesulfonamide